2-(4-fluoro-2-methylbenzyl)-N-(2-oxo-1,2-dihydropyridin-4-yl)-4-(trifluoromethyl)benzamide FC1=CC(=C(CC2=C(C(=O)NC3=CC(NC=C3)=O)C=CC(=C2)C(F)(F)F)C=C1)C